NC1=CC=C(C=C1)N1CCN(CC1)CC1=C2C(=NC=3C=C(C(=CC13)OC)F)C1=CC3=C(C(N1C2)=O)COC([C@]3(O)CC)=O (S)-11-((4-(4-aminophenyl)-piperazin-1-yl)methyl)-4-ethyl-8-fluoro-4-hydroxy-9-methoxy-1,12-dihydro-14H-pyrano-[3',4':6,7]indolizino[1,2-b]-quinoline-3,14(4H)-dione